N-Boc-ethanolamine HCl Cl.C(=O)(OC(C)(C)C)NCCO